C(\C=C\C)(SCCNC(CCNC([C@@H](C(CO)(C)C)O)=O)=O)=O S-2-{3-[(R)-2,4-dihydroxy-3,3-dimethylbutyrylamino] propionylamino}ethyl (E)-2-butenethioate